C1(=CC=CC=2C3=CC=CC=C3CC12)COC(=O)N1[C@H](C[C@@H](C1)C(=O)OC(C)(C)C)C(=O)O (4S)-1-fluorenylmethyloxycarbonyl-4-tert-butyloxycarbonyl-D-proline